BrCC=1CN(CN(C1)C1=CC=C(C=C1)C(F)(F)F)C(C)C 5-(bromomethyl)-3-isopropyl-1-[4-(trifluoromethyl)phenyl]pyrimidine